(5-chloro-6-((1-methylcyclopropyl)methoxy)pyridin-3-yl)(4-(5-chlorooxazolo[4,5-b]pyridin-2-yl)piperazin-1-yl)methanone ClC=1C=C(C=NC1OCC1(CC1)C)C(=O)N1CCN(CC1)C=1OC=2C(=NC(=CC2)Cl)N1